C(C)(C)(C)OC(=O)N1[C@H](CN(CC1)C1=NC(=NC2=C(C(=CC=C12)Br)F)Cl)CC#N (S)-4-(7-bromo-2-chloro-8-fluoroquinazolin-4-yl)-2-(cyanomethyl)piperazine-1-carboxylic acid tert-butyl ester